O=C1N(N=C(N2C1=CC=1C=CC=CC21)C=C)CC(=O)OC methyl 2-(1-oxo-4-vinyl-[1,2,4]triazino[4,5-a]indol-2-yl)acetate